N1C(=NCC1)CC(=O)NC1=C(C=C(C=C1)S(=O)(=O)N(C1=C(N=CS1)C(=O)OC(C)(C)C)CC1=CC=C(C=C1)OC)F Tert-butyl 5-[[4-[[2-(4,5-dihydro-1H-imidazol-2-yl)acetyl]amino]-3-fluoro-phenyl]sulfonyl-[(4-methoxyphenyl)methyl]amino]thiazole-4-carboxylate